β-alanyl-lysyl-N-7-amino-4-methylcoumarin-3-acetic acid CC1=C(C(=O)OC2=C1C=CC(=C2)N)CC(=O)NCCCC[C@@H](C(=O)O)NC(=O)CCN